6-tert-butyl-10-methoxy-9-[2-(1-methoxyethyl) thiazol-5-yl]-2-oxo-6,7-dihydro-2H-pyrido[2,1-a]isoquinoline-3-carboxylate C(C)(C)(C)C1N2C(C3=CC(=C(C=C3C1)C1=CN=C(S1)C(C)OC)OC)=CC(C(=C2)C(=O)[O-])=O